COC(=O)[C@@]12CC3=C(C=C2CCN(C1)S(=O)(=O)C1=CC(=C(C=C1)F)C(F)(F)F)N(N=C3)C3=CC=C(C=C3)F.C(C)OCCC3C(CCCC3)=O 2-(2-ethoxyethyl)cyclohexanone (R)-methyl-6-((4-fluoro-3-(trifluoromethyl)phenyl)sulfonyl)-1-(4-fluorophenyl)-4,4a,5,6,7,8-hexahydro-1H-pyrazolo[3,4-g]isoquinoline-4a-carboxylate